O=C1N(C(C2=CC=CC=C12)=O)OC[C@H]1N(CC(C1)(F)F)C(=O)OC(C)(C)C tert-butyl (S)-2-(((1,3-dioxoisoindolin-2-yl) oxy) methyl)-4,4-difluoropyrrolidine-1-carboxylate